Butanoic acid, hexyl ester C(CCC)(=O)OCCCCCC